Cl.FC1=C(C=CC(=C1)OC1=NC=C(C=C1F)C=1N=NN(N1)C)C=1N=NN(N1)CCCC(=O)O 4-(5-(2-fluoro-4-((3-fluoro-5-(2-methyl-2H-tetrazol-5-yl)pyridin-2-yl)oxy)phenyl)-2H-tetrazol-2-yl)butanoic acid hydrochloride